C(C)(C)C1=CC(=NC=C1)C1=NSC(=N1)NC1=NC=CC=C1N(C(C)=O)C N-(2-(3-(4-iso-propylpyridin-2-yl)-1,2,4-thiadiazol-5-ylamino)pyridin-3-yl)-N-methyl-acetamide